[N+](=O)([O-])C=1[C@H](OC2=CC=CC=C2C1)C1=CC=CC=C1 (R)-3-nitro-2-phenyl-2H-chromene